ClC1=C(C(N(N=C1)C)=O)C1=C(C=CC2=CC=C(C=C12)C)C 5-chloro-4-(2,7-dimethyl-1-naphthalenyl)-2-methyl-3(2H)-pyridazinone